2-(5-Fluoropyridin-2-yl)ethan-1-amine FC=1C=CC(=NC1)CCN